C(#N)CC1=CC=C(CN2N=CC(=C2)C(=O)N)C=C1 1-(4-(cyanomethyl)benzyl)-1H-pyrazole-4-carboxamide